FC=1C=NC=C(C1C1=CC=C(C=C1)[C@H](C)NC(=O)[C@H]1N(C[C@@H](C1)O)C([C@H](C(C)(C)C)NC(OCCCC)=O)=O)F butyl ((S)-1-((2S,4R)-2-(((S)-1-(4-(3,5-difluoropyridin-4-yl)phenyl)ethyl)carbamoyl)-4-hydroxypyrrolidin-1-yl)-3,3-dimethyl-1-oxobutan-2-yl)carbamate